C(#N)C1=CC=C(C=NNC(=O)C2=CC=C3C4=C(NC3=C2)C=NC(=C4)C4(CC4)C(=O)N)C=C1 (7-(2-(4-cyanobenzylidene)hydrazine-1-carbonyl)-9H-pyrido[3,4-b]indol-3-yl)cyclopropanecarboxamide